7-fluoro-2-(6-methoxy-2-methylindol-5-yl)-6-(piperidin-4-yl)quinoline FC1=C(C=C2C=CC(=NC2=C1)C=1C=C2C=C(NC2=CC1OC)C)C1CCNCC1